BrC=1C=CC(=NC1OC)NSNC(C1=CC=CC=C1)=O N-((5-bromo-6-methoxypyridin-2-yl)aminothio)benzamide